5-[4,6-difluoro-1-(2-trimethylsilylethoxymethyl)indol-5-yl]oxy-2-vinyl-benzenecarbothioamide FC1=C2C=CN(C2=CC(=C1OC=1C=CC(=C(C1)C(N)=S)C=C)F)COCC[Si](C)(C)C